7-bromo-5-chlorobenzofuran-3(2H)-one BrC1=CC(=CC=2C(COC21)=O)Cl